tert-butyl (2R)-4-(((benzyloxy)carbonyl)amino)-2-((S)-2,2,2-trifluoro-1-((trimethylsilyl)oxy)ethyl)pyrrolidine-1-carboxylate C(C1=CC=CC=C1)OC(=O)NC1C[C@@H](N(C1)C(=O)OC(C)(C)C)[C@@H](C(F)(F)F)O[Si](C)(C)C